O1COCC2=C1C=CC(=C2)C(OCCN(C(=O)N2N=NC1=C2C=C(C=C1)C#N)C)C1=CC2=C(OCOC2)C=C1 N-(2-(bis(4H-benzo[d][1,3]dioxin-6-yl)methoxy)ethyl)-6-cyano-N-methyl-1H-benzo[d][1,2,3]triazole-1-carboxamide